6-(3,5-dimethyl-1H-pyrazol-1-yl)-2-(5-methylfuran-2-yl)-4-aminopyrimidine CC1=NN(C(=C1)C)C1=CC(=NC(=N1)C=1OC(=CC1)C)N